C(C)(C)(C)C1=CC=2C=3C=C(C=C4C=C(C=C(C5=CC(=CC(=C1)C52)C(C)(C)C)C43)C(C)(C)C)C(C)(C)C 2,5,8,11-Tetra-t-butyl-perylene